N[C@@H](CCC(=O)O)C(N)=O α-glutamine